C1(CC1)C1=NNC(=C1)C1CC2(CN(C2)C(=O)N2CC3(C2)CCN(CC3)CC=3N(N=CC3C(F)(F)F)C)C1 [6-(3-cyclopropyl-1H-pyrazol-5-yl)-2-azaspiro[3.3]heptan-2-yl]-[7-[[2-methyl-4-(trifluoromethyl)pyrazol-3-yl]methyl]-2,7-diazaspiro[3.5]nonan-2-yl]methanone